1-[3-[4-(dimethoxymethyl)-1-piperidyl]phenyl]-3-[(4-methoxy-phenyl)methyl]hexahydropyrimidine-2,4-dione COC(C1CCN(CC1)C=1C=C(C=CC1)N1C(N(C(CC1)=O)CC1=CC=C(C=C1)OC)=O)OC